FC(OC1=CC=C(C=C1)C1=CN=C2N1C=CN=C2NC2=CC(=C(C(=O)N(CCN1CCNCC1)C)C=C2)CC)F 4-[[3-[4-(difluoromethoxy)phenyl]imidazo[1,2-a]pyrazin-8-yl]amino]-2-ethyl-N-methyl-N-(2-piperazin-1-ylethyl)benzamide